7-(((1-(((4-(((R)-1-(3-amino-5-(trifluoromethyl)phenyl)ethyl)amino)-7-Methoxy-2-methylquinazolin-6-yl)oxy)methyl)cyclopropyl)methyl)(methyl)amino)-7-oxoheptane NC=1C=C(C=C(C1)C(F)(F)F)[C@@H](C)NC1=NC(=NC2=CC(=C(C=C12)OCC1(CC1)CN(C(CCCCCC)=O)C)OC)C